4-((2s,4s)-4-((5-cyclopropyl-3-(2,6-dichlorophenyl)isoxazol-4-yl)methoxy)-2-methylpiperidin-1-yl)benzonitrile C1(CC1)C1=C(C(=NO1)C1=C(C=CC=C1Cl)Cl)CO[C@@H]1C[C@@H](N(CC1)C1=CC=C(C#N)C=C1)C